tert-butyl 4-[(3aR,4R,6R,6aS)-6-{4-amino-5-bromopyrrolo[2,3-d]pyrimidin-7-yl}-2,2-dimethyl-tetrahydro-3aH-cyclopenta[d][1,3]dioxol-4-yl]piperidine-1-carboxylate NC=1C2=C(N=CN1)N(C=C2Br)[C@@H]2C[C@@H]([C@@H]1[C@H]2OC(O1)(C)C)C1CCN(CC1)C(=O)OC(C)(C)C